OC1CC2(CC(C2)NC(OCC2=CC=CC=C2)=O)C1 Benzyl (6-hydroxyspiro[3.3]heptan-2-yl)carbamate